C(C=C)(=O)N1C[C@@H](N(CC1)C1=NC(N2C3=C(C=C(C=C13)Cl)S(C[C@H](C2)OC)C2=CC=C(C=C2)F)=O)C (s)-8-((s)-4-acryloyl-2-methylpiperazin-1-yl)-10-chloro-l-1-(4-fluorophenyl)-3-methoxy-3,4-dihydro-2H,6H-[1,4]thiazepino[2,3,4-ij]quinazolin-6-one